6-(4,4,5,5-tetramethyl-1,3,2-dioxaborolan-2-yl)-1,4-dihydroisoquinolin-3(2H)-one CC1(OB(OC1(C)C)C=1C=C2CC(NCC2=CC1)=O)C